(4-methoxybenzyl)-2-methyl-1H-imidazole-5-sulfonyl chloride COC1=CC=C(CN2C(=NC=C2S(=O)(=O)Cl)C)C=C1